[Na+].FC(C1=CC=C(CN2[C@H](CC3(CC3)CC2)C(=O)NC2(CC2)C2=CC=C(C(=O)[O-])C=C2)C=C1)(F)F (R)-4-(1-(6-(4-(trifluoromethyl)benzyl)-6-azaspiro[2.5]octane-5-carboxamido)cyclopropyl)benzoic acid, sodium salt